C(CCCCCCCCCCCCC)(=O)C(C)C[N+](C)(C)C 2-myristoyl-3-trimethylammoniopropane